8-methyl-6-[5-methyl-6-[4-(4-methylpiperazin-1-yl)-1-piperidinyl]-3-pyridinyl]imidazo[1,2-a]pyridine CC=1C=2N(C=C(C1)C=1C=NC(=C(C1)C)N1CCC(CC1)N1CCN(CC1)C)C=CN2